dimethyl-tridecanamide CC(C(=O)N)(CCCCCCCCCCC)C